S-2-propenyl-L-cysteine C(C=C)SC[C@H](N)C(=O)O